(4-methyl-1,1-dioxidotetrahydro-2H-thiopyran-4-yl)-2-oxo-2,3-dihydro-1H-benzo[d]imidazole-5-carboxamide CC1(CCS(CC1)(=O)=O)N1C(NC2=C1C=CC(=C2)C(=O)N)=O